CN1N=C(C2=CC=C(C=C12)C1CN(C1)CC1CNCCC1)N1C(NC(CC1)=O)=O {1-methyl-6-[1-(piperidin-3-ylmethyl)azetidin-3-yl]indazol-3-yl}-1,3-diazinane-2,4-dione